tert-butyl (5-fluoro-2-(4-((2,2,2-tri-fluoro-acetamido)-methyl)-benzamido)-phenyl)-carbamate FC=1C=CC(=C(C1)NC(OC(C)(C)C)=O)NC(C1=CC=C(C=C1)CNC(C(F)(F)F)=O)=O